OC1=C(C=CC=C1)\C=C\C(=O)C1=CC=C(C(=C1OC)OC)OC hydroxy-4',5',6'-trimethoxychalcone